(4S)-4-Amino-5-{4-[(2S)-2-[(2S)-2-{[(9H-fluoren-9-ylmethoxy)carbonyl]amino}-3-methylbutanamido]propanamido]-3-fluorophenyl}-2,2-dimethylpentanoic acid N[C@H](CC(C(=O)O)(C)C)CC1=CC(=C(C=C1)NC([C@H](C)NC([C@H](C(C)C)NC(=O)OCC1C2=CC=CC=C2C=2C=CC=CC12)=O)=O)F